6-(methoxymethoxy)-2-methyl-7-(3-{3-[(1-methylcyclobutyl)amino]-pyrrolidin-1-yl}-1,2,4-triazin-6-yl)isoquinolin-1-one COCOC=1C=C2C=CN(C(C2=CC1C1=CN=C(N=N1)N1CC(CC1)NC1(CCC1)C)=O)C